B(OCC=C(C)CCC=C(C)CCC=C(C)C)OB[O-] farnesyl diboronate